S(N)(=O)(=O)C1=NC=CC(=C1)NC(=O)C=1C=NC=C(C1)C(F)(F)F N-(2-sulfamoyl-4-pyridyl)-5-(trifluoromethyl)pyridine-3-carboxamide